NC1=CC2=C(N=C(S2)C=2SCCN2)C=C1 2-(6-amino-1,3-benzothiazol-2-yl)-4,5-dihydrothiazol